3,7-dibromo-bromoethyl-phenazine BrC=1C=C(C2=NC3=CC=C(C=C3N=C2C1)Br)CCBr